O1CC[C@@H](C2=CC=CC=C12)NC(=O)C=1C=C(C=CC1)C(CC[NH+]1CCOCC1)N1C(NC(CC1=O)(CC)CC)=[NH2+] [1-[1-[3-[[(4S)-chroman-4-yl]carbamoyl]phenyl]-3-morpholin-4-ium-4-yl-propyl]-4,4-diethyl-6-oxo-hexahydropyrimidin-2-ylidene]ammonium